Calcium phosphate Magnesium [Mg+2].P(=O)([O-])([O-])[O-].[Ca+2]